C1(=CC=CC=C1)C1=CC=C(C=N1)[C@H]1[C@@H](C1)N trans-2-(6-phenylpyridin-3-yl)cyclopropylamine